C(#N)C=1C=C(C=CC1)C1=NC2=CC(=C(C=C2C=N1)OC)OC 3-cyanophenyl-6,7-dimethoxy-quinazoline